ClC=1C=CC(=C(C1)C1=NN(C=C1NC(=O)C=1C=NN2C1N=CC=C2)[C@@H]2[C@@H](CCC2)O)OCC N-(3-(5-chloro-2-ethoxyphenyl)-1-((1S,2R)-2-hydroxycyclopentyl)-1H-pyrazol-4-yl)pyrazolo[1,5-a]pyrimidine-3-carboxamide